C(#N)CCN1C=NC=C1 1-(beta-cyanoethyl)imidazole